(S)-4-[1-methylheptyloxy]carbonylphenyl-4-(hexyloxy)benzoic acid methyl ester COC(C1=C(C=C(C=C1)OCCCCCC)C1=CC=C(C=C1)C(=O)O[C@H](CCCCCC)C)=O